2-(4-fluoro-2,6-diisopropylphenyl)-N-(5-(2-hydroxypropan-2-yl)biphenyl-3-ylsulfonyl)acetamide FC1=CC(=C(C(=C1)C(C)C)CC(=O)NS(=O)(=O)C=1C=C(C=C(C1)C(C)(C)O)C1=CC=CC=C1)C(C)C